6-[4-fluoro-2-(1,2,3,6-tetrahydropyridin-4-yl)-1,3-benzothiazol-6-yl]-8-methoxy-2-methylimidazo[1,2-b]pyridazine FC1=CC(=CC2=C1N=C(S2)C=2CCNCC2)C=2C=C(C=1N(N2)C=C(N1)C)OC